(S)-5-(2-amino-2-oxoethyl)-1-(9H-fluoren-9-yl)-3,6-dioxo-2,10,13-trioxa-4,7-diazahexadecane-16-oic acid NC(C[C@H](NC(OCC1C2=CC=CC=C2C=2C=CC=CC12)=O)C(NCCOCCOCCC(=O)O)=O)=O